2-(2,3-Dihydro-[1,4]dioxino[2,3-b]pyridin-2-ylmethoxy)-9-pyridin-3-ylethynyl-6,7-dihydro-pyrimido[6,1-a]isoquinolin-4-one O1C(COC2=NC=CC=C21)COC2=NC(N1C(C3=CC=C(C=C3CC1)C#CC=1C=NC=CC1)=C2)=O